1,3-bis(1,1-dimethyl-2-phenylethyl)imidazolium bicarbonate C([O-])(O)=O.CC(CC1=CC=CC=C1)(C)N1C=[N+](C=C1)C(CC1=CC=CC=C1)(C)C